FC(C(=O)O)(F)F.CC1=C(C=CC(=N1)C(=O)NC1COC1)N1CCNCC1 6-methyl-N-(oxetan-3-yl)-5-(piperazin-1-yl)pyridine-2-carboxamide trifluoroacetate